C(C1=CC=CC=C1)SC1=CC(=C(C=C1)NC([C@H](CC1=CC=CC=C1)NC(OC(C)(C)C)=O)=O)C tert-butyl (S)-1-(4-(benzylsulfanyl)-2-methylphenylamino)-1-oxo-3-phenylprop-2-ylcarbamate